COC1=C2C=CC(OC2=CC=C1C(=O)NC1=CC=C2C(=NN(C2=C1)CCC1CCN(CC1)C)C)(C)C 5-methoxy-2,2-dimethyl-N-(3-methyl-1-(2-(1-methylpiperidin-4-yl)ethyl)-1H-indazol-6-yl)-2H-chromen-6-carboxamide